P1(=O)(OC2=C(C=C(C=C2C(C)(C)C)C(C)(C)C)CC2=C(C(=CC(=C2)C(C)(C)C)C(C)(C)C)O1)[O-] methylenebis(4,6-di-t-butylphenyl) phosphate